OC=1C=C(CNC(=O)C=2SC(=C(N2)C=2C=C3CCN(C3=CC2)C(=O)C2=CN=CN2C)C)C=CC1 N-(3-hydroxybenzyl)-5-methyl-4-(1-(1-methyl-1H-imidazole-5-carbonyl)indolin-5-yl)thiazole-2-carboxamide